NCCCCCCNC(=O)[C@H]1N(CC2(OCCO2)C1)C(CNC(=O)C1=CC=C(C=C1)OC1=CC=CC=C1)=O (8S)-N-(6-Aminohexyl)-7-{2-[(4-phenoxyphenyl)formamido]acetyl}-1,4-dioxa-7-azaspiro[4.4]nonane-8-carboxamide